2-(3',5'-Di-tert-amyl-2'-hydroxy-phenyl)benzotriazol C(C)(C)(CC)C=1C(=C(C=C(C1)C(C)(C)CC)N1N=C2C(=N1)C=CC=C2)O